5-(6-ethoxypyridin-3-yl)-N-(2-(2-fluoro-5-methoxypyridin-3-yl)ethyl)pyridazine-3-carboxamide C(C)OC1=CC=C(C=N1)C=1C=C(N=NC1)C(=O)NCCC=1C(=NC=C(C1)OC)F